C(C)(C)(C)OC(=O)N1CC(C1)N1CCC(CC1)S(N)(=O)=O.CC=1N=CSC1C1=CC=C(C=C1)[C@H](C)NC(=O)C1NCCC1 N-((S)-1-(4-(4-methylthiazol-5-yl)phenyl)ethyl)pyrrolidine-2-carboxamide tert-Butyl-3-(4-sulfamoylpiperidin-1-yl)azetidine-1-carboxylate